(3S,6S,8S,10aR)-8-ethoxy-6-((S)-2-(methylamino)propanamido)-5-oxo-N-((R)-1,2,3,4-tetrahydronaphthalen-1-yl)decahydropyrrolo[1,2-a]azocine-3-carboxamide C(C)O[C@H]1CC[C@@H]2N(C([C@H](C1)NC([C@H](C)NC)=O)=O)[C@@H](CC2)C(=O)N[C@@H]2CCCC1=CC=CC=C21